6-[4-ethanesulfonyl-2-(trifluoromethyl)piperazin-1-yl]-4-(2-methyl-1H-pyrrolo[2,3-b]pyridin-4-yl)-1H-pyridin-2-one C(C)S(=O)(=O)N1CC(N(CC1)C1=CC(=CC(N1)=O)C1=C2C(=NC=C1)NC(=C2)C)C(F)(F)F